(5S)-1-benzoyl-5-hydroxy-piperidine-2,2-dicarboxylic acid diethyl ester C(C)OC(=O)C1(N(C[C@H](CC1)O)C(C1=CC=CC=C1)=O)C(=O)OCC